O=C1NC(CCC1N1C(C2=CC=CC(=C2C1=O)O)=O)=O 2-(2,6-dioxopiperidin-3-yl)-4-hydroxy-2,3-dihydro-1H-isoindole-1,3-dione